N-(7-chloro-quinolin-8-yl)-3-cyano-benzenesulfonamide ClC1=CC=C2C=CC=NC2=C1NS(=O)(=O)C1=CC(=CC=C1)C#N